(R)-4-((4'-carbamoyl-2'-methyl-[1,1'-biphenyl]-3-yl)methyl)morpholine-3-carboxylic acid C(N)(=O)C1=CC(=C(C=C1)C1=CC(=CC=C1)CN1[C@H](COCC1)C(=O)O)C